tert-butyl-((3-bromo-4-(methylsulfonyl)-4,5,6,7-tetrahydropyrazolo[1,5-a]pyrimidin-6-yl)methyl)carbamate C(C)(C)(C)OC(NCC1CN(C=2N(C1)N=CC2Br)S(=O)(=O)C)=O